NC(C(=O)[O-])CCCCCCC amino-nonanoate